C(=CCCCCCCCCCC)C(C(=O)O)CC(=O)O Dodecenyl-succinic acid